(4-aminobenzyl)dimethylanilinium NC1=CC=C(C[N+](C2=CC=CC=C2)(C)C)C=C1